N[C@@H]1C[C@@H](CC1)C(=O)N1CCN(CC1)C(=O)C1=C(C=C(C=C1)NC=1C=2N(C=CN1)C(=CN2)C=2C(=NNC2)C(F)(F)F)Cl [4-[(1R,3S)-3-aminocyclopentanecarbonyl]piperazin-1-yl]-[2-chloro-4-[[3-[3-(trifluoromethyl)-1H-pyrazol-4-yl]imidazo[1,2-a]pyrazin-8-yl]amino]phenyl]methanone